[Cu].[Ag].[Cu]=O copper oxide silver copper